(S)-1-(6-Bromopyridin-3-yl)-2,2,2-trifluoro-N-methylethan-1-amine BrC1=CC=C(C=N1)[C@@H](C(F)(F)F)NC